4-((3-(2-fluoro-2-phenylethyl)-2,4-dioxo-3,4-dihydroquinazolin-1(2H)-yl)methyl)-N-hydroxybenzoamide FC(CN1C(N(C2=CC=CC=C2C1=O)CC1=CC=C(C(=O)NO)C=C1)=O)C1=CC=CC=C1